N-[1-({3,4-difluoro-2-[(2-fluoro-4-iodophenyl)amino]phenyl}carbonyl)azetidin-3-yl]-2-(4-methylpiperazin-1-yl)acetamide FC=1C(=C(C=CC1F)C(=O)N1CC(C1)NC(CN1CCN(CC1)C)=O)NC1=C(C=C(C=C1)I)F